FC1=CC=C(C(=O)N2CC=3C=CC=NC3CC2C(=O)O)C=C1 6-(4-fluorobenzoyl)-5,6,7,8-tetrahydro-1,6-naphthyridine-7-carboxylic acid